C[C@H]1CN(C[C@@H](O1)C(F)(F)F)C1=NC=C(C=C1C(=O)NC1=CC(=CC=C1)S(N)(=O)=O)C(F)(F)F 2-[(2S,6R)-2-methyl-6-(trifluoromethyl)morpholin-4-yl]-N-(3-sulfamoyl-phenyl)-5-(trifluoro-methyl)pyridine-3-carboxamide